ClC1=CC=C(C=C1)CNC=1C(=NC=C(C1)N1CCC2(OCCO2)CC1)C#N 3-[(4-chlorophenyl)methylamino]-5-(1,4-dioxa-8-azaspiro[4.5]decan-8-yl)pyridine-2-carbonitrile